2-(3-(4-methylphenyl)oxetan-3-yl)ethanol CC1=CC=C(C=C1)C1(COC1)CCO